2-(bromo(4-chlorophenyl)methyl)pyridine 4,7-dimethyl-6,7-dihydro-4H-pyrazolo[1,5-a]pyrazine-5-carboxylate CC1C=2N(C(CN1C(=O)O)C)N=CC2.BrC(C2=NC=CC=C2)C2=CC=C(C=C2)Cl